4-ethoxycarbonyl-methyl-cyclohexanone benzenesulfonyl hydrazone C1(=CC=CC=C1)S(=O)(=O)NN=C1C(CC(CC1)C(=O)OCC)C